[5-(2-benzyloxy-6-bromo-phenyl)-3,3-dimethyl-pent-4-ynyloxy]Tert-butyl-dimethyl-silane C(C1=CC=CC=C1)OC1=C(C(=CC=C1)Br)C#CC(CCO[Si](C)(C)C(C)(C)C)(C)C